FC1=C(C(=O)N(C2CN(CCC2)C(=O)OC(C)(C)C)C2=NC=CC3=CC=CC(=C23)C)C=CC(=C1)OC1=NC=CC=N1 tert-butyl 3-[(2-fluoro-4-pyrimidin-2-yloxy-benzoyl)-(8-methyl-1-isoquinolyl)amino]piperidine-1-carboxylate